FC(C(C(C(C(C(C(C(F)(F)F)(F)F)(F)F)(F)F)(F)F)(F)F)(F)F)(S(=O)(=O)[O-])F.C1(=CC=CC=C1)[I+]C1=CC=CC=C1 Diphenyliodonium perfluorooctanesulfonate